CN(C(OC(C)(C)C)=O)C=1C2=NC=C3C(N[C@@H](COCC=4C5=NC=CN5C=C(NC(C1)=NN23)C4)C)=O tert-butyl N-methyl-N-[(14R)-14-methyl-16-oxo-12-oxa-2,5,8,15,19,23,24-heptaazapentacyclo[15.5.2.1^{3,10}.0^{5,9}.0^{20,24}]pentacosa-1(23),3,6,8,10(25),17,19,21-octaen-21-yl]carbamate